FC1=CC=C2CC(C(C2=C1)NC(=O)C=1C=C(C=CC1)[C@@H](CCOC)N1C(NC(CC1=O)(C)C)=[NH2+])O [1-[(1R)-1-[3-[(6-fluoro-2-hydroxy-indan-1-yl)carbamoyl]phenyl]-3-methoxy-propyl]-4,4-dimethyl-6-oxo-hexahydropyrimidin-2-ylidene]ammonium